Methyl-(S,E)-(7-amino-1-((1-((6-fluoro-4-(2,2,2-trifluoroethoxy)-1H-benzo[d]imidazol-2-yl)methyl)-2-oxo-1,2-dihydropyridin-3-yl)amino)-1,7-dioxohept-5-en-2-yl)carbamat COC(N[C@H](C(=O)NC=1C(N(C=CC1)CC1=NC2=C(N1)C=C(C=C2OCC(F)(F)F)F)=O)CC\C=C\C(=O)N)=O